C(C=C)(=O)N1C[C@@H](N(CC1)C1=NC(N2C3=C(C(=C(C=C13)C)C1=C(C=C(C=C1)F)F)SCC2)=O)C 7-((S)-4-acryloyl-2-methylpiperazin-1-yl)-10-(2,4-difluorophenyl)-9-methyl-2,3-dihydro-5H-[1,4]thiazino[2,3,4-ij]quinazolin-5-one